C(C)(C)N1N=C(C2=NC(=CC(=C21)NCC2=NNC=N2)C=2C(=NC=CC2)OCCC)C 1-isopropyl-3-methyl-5-(2-propoxy-3-pyridinyl)-N-(1H-1,2,4-triazol-3-ylmethyl)pyrazolo[4,3-b]pyridin-7-amine